4-hydroxy-3-(4-(methoxycarbonyl)-2-methylphenyl)piperidine-1-carboxylate OC1C(CN(CC1)C(=O)[O-])C1=C(C=C(C=C1)C(=O)OC)C